C(C)(C)(C)OC(=O)N1C=C(C=2C1=NC=CC2)B2OC(C(O2)(C)C)(C)C 3-(4,4,5,5-tetramethyl-1,3,2-dioxaborolane-2-yl)-1H-pyrrolo[2,3-b]pyridine-1-carboxylic acid tert-butyl ester